(3R,4R)-4-hydroxypyrrolidin O[C@@H]1CCNC1